5-[4-[1-(4,4-dimethyl-5H-oxazol-2-yl)ethyl]piperazin-1-yl]-N-methyl-7-(trifluoromethyl)thieno[3,2-b]pyridine-3-carboxamide CC1(N=C(OC1)C(C)N1CCN(CC1)C1=CC(=C2C(=N1)C(=CS2)C(=O)NC)C(F)(F)F)C